copper barium yttrium oxide [O-2].[Y+3].[Ba+2].[Cu+2]